C(C)N(CC(=O)OCC(C(=O)OC1CC2CCC(C1)[N+]2(C)C(C)C)C2=CC=CC=C2)CC 3-[3-(2-diethylamino-acetoxy)-2-phenyl-propionyloxy]-8-isopropyl-8-methyl-8-azonia-bicyclo[3.2.1]octane